O[C@@]1(C(N(CC1)C)=O)C1=CC(=NO1)C1=NC(=CC=C1)C1=NC(=NC=C1)N[C@@H](C(N1CC(C1)C(F)(F)F)=O)C (R)-3-Hydroxy-1-methyl-3-(3-(6-(2-(((R)-1-oxo-1-(3-(trifluoromethyl)azetidin-1-yl)propan-2-yl)amino)pyrimidin-4-yl)pyridin-2-yl)isoxazol-5-yl)pyrrolidin-2-one